CC=1N=NC=C(C1[C@@H](C)OC=1C=C2C(=NNC2=CC1)C=1C=C(C=C(C1)C#N)C#N)C 5-[5-[(1R)-1-(3,5-dimethylpyridazin-4-yl)ethoxy]-1H-indazol-3-yl]benzene-1,3-dicarbonitrile